C(C)(C)(C)C1=NC(=NO1)C(=O)NC1C2=C(CN(CC1)CC(F)(F)F)C=C(C=C2)C2=CC(=NC=C2)NC(=O)C2CC2 5-(tert-butyl)-N-(8-(2-(cyclopropanecarboxamido)pyridin-4-yl)-2-(2,2,2-trifluoroethyl)-2,3,4,5-tetrahydro-1H-benzo[c]azepin-5-yl)-1,2,4-oxadiazole-3-carboxamide